C(C)(C)(C)[C@H]1N=C(OC1)C1=C(C=CC=C1)P(C1=CC=CC=C1)C1=CC=CC=C1 (R)-4-(tert-butyl)-2-(2-(diphenylphosphino)phenyl)-4,5-dihydrooxazole